C1(=CC(=CC=C1)C[C@]1(C[C@H](CC1)N=[N+]=[N-])C(=O)[O-])C1=CC=CC=C1 |o1:7,9| (1R*,3S*)-1-([1,1'-biphenyl]-3-ylmethyl)-3-azidocyclopentane-1-carboxylate